[4-(5-chlorooxazolo[4,5-b]pyridin-2-yl)piperazin-1-yl]-[4-[2-(2,2-dimethylpropyl)tetrazol-5-yl]-3,5-difluoro-phenyl]methanone ClC1=CC=C2C(=N1)N=C(O2)N2CCN(CC2)C(=O)C2=CC(=C(C(=C2)F)C=2N=NN(N2)CC(C)(C)C)F